ethyl 4-[4-[2-(diethoxyphosphoryl)ethyl]piperidin-1-yl]-5H-pyrrolo[3,2-d]-pyrimidine-7-carboxylate C(C)OP(=O)(OCC)CCC1CCN(CC1)C=1C2=C(N=CN1)C(=CN2)C(=O)OCC